4-(1-(tetrahydro-2H-pyran-2-yl)-3-(4,4,5,5-tetramethyl-1,3,2-dioxaborolan-2-yl)-1H-indazol-5-yl)morpholine O1C(CCCC1)N1N=C(C2=CC(=CC=C12)N1CCOCC1)B1OC(C(O1)(C)C)(C)C